3,3-difluoro-4-formylpiperidine-1-carboxylic acid tert-butyl ester C(C)(C)(C)OC(=O)N1CC(C(CC1)C=O)(F)F